5-BromoTryptamine BrC1=CC=C2NC=C(CCN)C2=C1